1-(3-((2-((3-ethyl-1-(1-methylpiperidin-4-yl)-1H-pyrazol-4-yl)amino)-5-(trifluoromethyl)pyrimidin-4-yl)amino)propyl)piperidin-2-one C(C)C1=NN(C=C1NC1=NC=C(C(=N1)NCCCN1C(CCCC1)=O)C(F)(F)F)C1CCN(CC1)C